(1S,6S)-1-(2-chlorophenyl)-7-oxabicyclo[4.1.0]heptane ClC1=C(C=CC=C1)[C@]12CCCC[C@@H]2O1